[C-]#[N+]CC(=O)N1CCCC1 1-PYRROLIDINO-2-ISOCYANOACETAMIDE